methyl 3-(N-((8-chloro-1,2,3,5,6,7-hexahydro-s-indacen-4-yl)carbamoyl)sulfamoyl)-1-methyl-1H-pyrazole-5-carboxylate ClC=1C=2CCCC2C(=C2CCCC12)NC(=O)NS(=O)(=O)C1=NN(C(=C1)C(=O)OC)C